NC1=NC=CC=C1C1=NC=2C(=NC(=CC2)C=2C=NC=CC2C#N)N1C1=CC=C(CN2CCN(CC2)C2=NC(=NC=C2)C#N)C=C1 4-(4-(4-(2-(2-Aminopyridin-3-yl)-5-(4-cyanopyridin-3-yl)-3H-imidazo[4,5-b]pyridin-3-yl)benzyl)piperazin-1-yl)pyrimidine-2-carbonitrile